3-deuterio-4-[[(2S)-1,4-dioxan-2-yl]methoxy]-1-methyl-9-(2,2,2-trifluoroethoxy)-6,7-dihydrobenzo[a]quinolizin-2-one [2H]C1=C(N2CCC3=C(C2=C(C1=O)C)C=CC(=C3)OCC(F)(F)F)OC[C@H]3OCCOC3